The molecule is a 3-oxoacyl-CoA that results from the formal condensation of the thiol group of coenzyme A with the carboxy group of 4-isopropenyl-2-oxocyclohexane-1-carboxylic acid. It has a role as a mouse metabolite. It is an acyl-CoA and a 3-oxo-fatty acyl-CoA. It derives from a cyclohexane-1-carbonyl-CoA. CC(=C)C1CCC(C(=O)C1)C(=O)SCCNC(=O)CCNC(=O)[C@@H](C(C)(C)COP(=O)(O)OP(=O)(O)OC[C@@H]2[C@H]([C@H]([C@@H](O2)N3C=NC4=C(N=CN=C43)N)O)OP(=O)(O)O)O